azapentan NCCCC